ClC1=NC=CC2=C1N=C(S2)C=2SC=CN2 4-chloro-2-thiazol-2-yl-thiazolo[4,5-c]pyridine